COC1=NN2C(C(=CC=C2)N2C[C@@H](N([C@H](C2)C)C(=O)OC(C)(C)C)C)=C1 tert-butyl (2S,6S)-4-(2-methoxypyrazolo[1,5-a]pyridin-4-yl)-2,6-dimethyl-piperazine-1-carboxylate